bromospiro[cyclopropane-1,1'-isoindoline]-3'-one BrN1C2(C3=CC=CC=C3C1=O)CC2